NCCCCN(C(OC(C)(C)C)=O)C tert-butyl N-(4-aminobutyl)-N-methylcarbamate